C(C)(C)(C)OC(=O)N1CC2=CC=CC(=C2CC1)Br 5-bromo-3,4-dihydro-1H-isoquinoline-2-carboxylic acid tert-butyl ester